2-(4-chlorophenyl)-2,3-dihydrobenzo[b][1,4]dioxin ClC1=CC=C(C=C1)C1COC2=C(O1)C=CC=C2